VINYL ETHYLENE SULFITE S(=O)(O)O.C(=C)C=C